C(C1=NC(=NO1)C=1C=C2CC[C@H](C2=CC1)NC(OC)=O)([2H])([2H])[2H] methyl (R)-(5-(5-(methyl-d3)-1,2,4-oxadiazol-3-yl)-2,3-dihydro-1H-inden-1-yl)carbamate